ClC1=CC(=C(NC=C2COC(OC2)(C)C)C=C1)F 5-[(4-chloro-2-fluoro-anilino)methylene]-2,2-dimethyl-1,3-dioxane